ClC1=CC=C2C(=CNC2=C1N1N=CC=N1)S(=O)(=O)NC1=NC(=C(C(=N1)OC)OCCF)OC 6-chloro-N-[5-(2-fluoroethoxy)-4,6-dimethoxy-pyrimidin-2-yl]-7-(triazol-2-yl)-1H-indole-3-sulfonamide